C(#N)[C@H](C[C@H]1C(NCC1)=O)NC(=O)[C@@H]1[C@H]2C([C@H]2CN1C([C@@H](NC(C(F)(F)F)=O)CC1CCCCC1)=O)(C)C (1r,2S,5S)-N-{(1S)-1-cyano-2-[(3S)-2-oxopyrrolidin-3-yl]ethyl}-3-[3-cyclohexyl-N-(trifluoroacetyl)-L-alaninyl]-6,6-dimethyl-3-azabicyclo[3.1.0]hexane-2-carboxamide